CC1=C(C=CC(=C1)C)C1=C(C=CC=C1)C1=NC2=C(N1CC)C=CC(=C2)C(=O)N=C(C)N(C)C 2-(2',4'-dimethyl-[1,1'-biphenyl]-2-yl)-N-(1-(dimethylamino)ethylidene)-1-ethyl-1H-benzo[d]imidazole-5-carboxamide